2-(2-(isopropylamino)-6-oxo-5-(((1-phenylcyclobutyl)methyl)amino)-pyrimidin-1(6H)-yl)acetic acid C(C)(C)NC=1N(C(C(=CN1)NCC1(CCC1)C1=CC=CC=C1)=O)CC(=O)O